[C@H](C)(CC)N1C=CC=2C(=NC(=CC21)NC=2SC(=CN2)C)O[C@@H]2CN(C[C@@H]2F)C(C=C)=O 1-((3R,4S)-3-((1-((S)-sec-butyl)-6-((5-methylthiazol-2-yl)amino)-1H-pyrrolo[3,2-c]pyridin-4-yl)oxy)-4-fluoropyrrolidin-1-yl)prop-2-en-1-one